COC1=CC=C(CN2N=C3C=CC(=CC3=C2)C(=O)O)C=C1 2-(4-Methoxybenzyl)-2H-indazole-5-carboxylic acid